(3-chloro-2-propenyl)hydroxylamine Benzyl-prop-2-en-1-yl-[(1R,3S,5S)-5-methoxycyclohexane-1,3-diyl]biscarbamate C(C1=CC=CC=C1)N(C(O)=O)[C@@H]1C[C@@H](C[C@@H](C1)OC)N(C(O)=O)CC=C.ClC=CCNO